C(C)(C)(C)OC(=O)N1CCNCC1 tertbutylpiperazine-1-carboxylate